(2-aminopyrimidin-4-yl)-6-bromo-1H-indole-3-carboxylic acid NC1=NC=CC(=N1)N1C=C(C2=CC=C(C=C12)Br)C(=O)O